7-(2-((3aS,4R,6aR)-4-(4-amino-7H-pyrrolo[2,3-d]pyrimidin-7-yl)-2,2-dimethyl-3a,6a-dihydro-4H-cyclopenta[d][1,3]dioxol-6-yl)propyl)-3-chloroquinolin-2-amine NC=1C2=C(N=CN1)N(C=C2)[C@@H]2C=C([C@H]1OC(O[C@H]12)(C)C)C(CC1=CC=C2C=C(C(=NC2=C1)N)Cl)C